C(CCCCCCC)[C@@H]1C[C@@H](CN(C1)C(=O)OC(C)(C)C)C(=O)OCC Cis-O1-tert-butyl O3-ethyl 5-octylpiperidine-1,3-dicarboxylate